4-[5-(difluoromethyl)-1,3,4-thiadiazol-2-yl]-8-[(3S)-3-(hydroxymethyl)piperazin-1-yl]-2-methyl-N-(1-methylcyclopropyl)quinazoline-6-sulfonamide FC(C1=NN=C(S1)C1=NC(=NC2=C(C=C(C=C12)S(=O)(=O)NC1(CC1)C)N1C[C@H](NCC1)CO)C)F